7-(4-hydroxybutyl)-15,15-dimethyl-17-propyl-14,16,18-trioxa-7-aza-15-silaoctacosyl 2-hexyldecanoate C(CCCCC)C(C(=O)OCCCCCCN(CCCCCCO[Si](OC(OCCCCCCCCCC)CCC)(C)C)CCCCO)CCCCCCCC